C1(CC1)S(=O)(=O)C1=CC(=C(NCC2=CC=C(C=C2)C(F)(F)F)C=C1)C=1N=CN(C1)C 4-cyclopropylsulfonyl-2-(1-methylimidazol-4-yl)-N-[[4-(trifluoromethyl)phenyl]methyl]aniline